C(C)(C)(C)OC(/C(=C/C(=O)C=1C=C(C=CC1)C=1OC(=CN1)C(=O)OCC)/O)=O (Z)-ethyl 2-(3-(4-(tert-butoxy)-3-hydroxy-4-oxobut-2-enoyl)phenyl)oxazole-5-carboxylate